(cyclobutylamino)-8-[4-[2-(dimethylamino)ethyl-methyl-amino]phenyl]-6-(5-methyl-3,4-dihydro-2H-quinoxalin-1-yl)pyrido[2,3-d]pyrimidin-7-one C1(CCC1)NC=1N=CC2=C(N1)N(C(C(=C2)N2CCNC1=C(C=CC=C21)C)=O)C2=CC=C(C=C2)N(C)CCN(C)C